C(C)C1=C(C=CC=C1)OC(C=C)=O acrylic acid 2-ethylphenyl ester